C(C=C)(=O)N1CCN(CC1)C1=C(C=NC2=CC(=C(C=C12)Cl)C1=C(C=CC=C1)F)C(=O)N 4-(4-acryloylpiperazin-1-yl)-6-chloro-7-(2-fluorophenyl)quinoline-3-carboxamide